CC1=C2C(=NC=C1N)C=CN2COCC[Si](C)(C)C 7-methyl-1-((2-(trimethylsilyl)ethoxy)methyl)-1H-pyrrolo[3,2-b]pyridin-6-amine